FC=1C(=C(C(=C(C1F)F)F)C#N)C#N 3,4,5,6-tetrafluoro-1,2-dicyanobenzene